2-(1-(4-amino-3-(4-methoxyphenyl)-1H-pyrazolo[3,4-d]pyrimidin-1-yl)ethyl)-3-cyclopropylquinazolin-4(3H)-one NC1=C2C(=NC=N1)N(N=C2C2=CC=C(C=C2)OC)C(C)C2=NC1=CC=CC=C1C(N2C2CC2)=O